C1(CCC(N1N[C@@H](CC(CN)NN)C(=O)O)=O)=O succinimidyl-4-hydrazinoornithine